C(C)(=O)NC1CCC(CC1)NC(=O)C=1C=NC2=CC=C(N=C2C1NC(C)C)C=1C=NC=CC1 N-((1r,4r)-4-acetamidocyclohexyl)-4-(isopropylamino)-6-(pyridin-3-yl)-1,5-naphthyridine-3-carboxamide